tert-butyl (4-(6-(methoxymethyl)pyrrolo[2,1-f][1,2,4]triazin-4-yl)-2-methylbenzyl)carbamate COCC=1C=C2C(=NC=NN2C1)C1=CC(=C(CNC(OC(C)(C)C)=O)C=C1)C